C(CCCCC)C(COC(CCN(C(CCCCCCCBr)=O)CCCCCC)=O)CCCCCCCC.BrCCCCCCCC(=O)N(CCCCCC)CCC(=O)OCC(CCCCCCCC)CCCCCC 2-Hexyldecyl 3-(8-bromo-N-hexyloctanamido)propanoate 2-hexyldecyl-3-(8-bromo-N-hexyloctanamido)propanoate